N1(CCCCCC1)C1=NC2=CC(=C(C=C2C(=N1)NC1CCN(CC1)C(C)C)OC)C#CCCN1CCCCC1 2-(azepane-1-yl)-N-(1-isopropylpiperidine-4-yl)-6-methoxy-7-(4-(piperidine-1-yl)but-1-yn-1-yl)quinazolin-4-amine